(R)-3-((3-(4-Aminopyrido[3,2-d]pyrimidin-6-yl)-4-(trifluoromethoxy)phenyl)ethynyl)-3-hydroxy-1-methylpyrrolidin-2-one NC=1C2=C(N=CN1)C=CC(=N2)C=2C=C(C=CC2OC(F)(F)F)C#C[C@]2(C(N(CC2)C)=O)O